[15NH2][13C@@H]([13CH2][13CH2][13CH2][13CH2][15NH2])[13C](=O)O [13C6,15N2]-L-lysine